1-(4-((4-(4-((5-chloro-4-((2-(isopropylsulfonyl)phenyl)amino)pyrimidin-2-yl)amino)-5-isopropoxy-2-methylphenyl)piperazin-1-yl)methyl)-3-fluorophenyl)dihydropyrimidine-2,4(1H,3H)-dione ClC=1C(=NC(=NC1)NC1=CC(=C(C=C1OC(C)C)N1CCN(CC1)CC1=C(C=C(C=C1)N1C(NC(CC1)=O)=O)F)C)NC1=C(C=CC=C1)S(=O)(=O)C(C)C